3-(5-methyl-1,3,4-thiadiazol-2-yl)isoxazolidine TFA salt OC(=O)C(F)(F)F.CC1=NN=C(S1)C1NOCC1